(-)-1,2-Bis(2-fluorophenyl)ethan-1-ol FC1=C(C=CC=C1)C(CC1=C(C=CC=C1)F)O